NOCC1=CC=C(C=C1)S(=O)(=O)O\N=C\1/C2=CC=CC=C2SC=2C=CC(=CC12)C(C)C (E)-2-isopropyl-9H-thioxanthen-9-one O-((4-((aminooxy)methyl)phenyl)sulfonyl) oxime